BrC=1C2=C(N(N=C2C=C(C1)F)C)CCCN 3-(4-bromo-6-fluoro-2-methyl-indazol-3-yl)propan-1-amine